OC=1C=CC(=NC1)NC(CC1=CC=CC=C1)=O N-(5-hydroxypyridin-2-yl)phenylacetamide